4,5,6,7-tetrahydrothiazolo[5,4-c]pyridine-2-carboxamide N1=C(SC=2CNCCC21)C(=O)N